2-glycidoxy-1,3-bis(5,5-dimethyl-1-glycidylhydantoin-3-yl)propane C(C1CO1)OC(CN1C(N(C(C1=O)(C)C)CC1CO1)=O)CN1C(N(C(C1=O)(C)C)CC1CO1)=O